COC(=O)[C@@H]1N(CCC1)C1=CC=C(C=C1)I (2R)-1-(4-iodophenyl)pyrrolidine-2-carboxylic acid methyl ester